OC(C)C1=CC(=NC=C1)N1N=CC(=C1)S(=O)(=O)NC=1C=CC=C2C=NN(C12)C 1-(4-(1-hydroxyethyl)pyridine-2-yl)-N-(1-methyl-1H-indazol-7-yl)-1H-pyrazole-4-sulfonamide